BrC=1C2=C(N(C(CC1C=1OC(=NN1)C1CC1)=O)CC1=C(C=C(C=C1)OC)F)C=CC=C2 5-Bromo-4-(5-cyclopropyl-1,3,4-oxadiazol-2-yl)-1-(2-fluoro-4-methoxybenzyl)-1,3-dihydro-2H-benzo[b]azepin-2-one